(propan-2-ol) titanium [Ti].CC(C)O